O=C1NC(CCC1N1C(C2=CC=C(C=C2C1=O)N1CCC(CC1)NC(OC(C)(C)C)=O)=O)=O tert-butyl N-[1-[2-(2,6-dioxo-3-piperidyl)-1,3-dioxo-isoindolin-5-yl]-4-piperidyl]carbamate